(1-(7-cyclopentyl-3-(methylcarbamoyl)thieno[3,2-b]pyridin-5-yl)azetidin-3-yl)carbamic acid tert-butyl ester C(C)(C)(C)OC(NC1CN(C1)C1=CC(=C2C(=N1)C(=CS2)C(NC)=O)C2CCCC2)=O